CN1CCC2(CC1)OC1=C(C2)C=CC(=C1)C1NCC(CC1)C 1'-methyl-6-(5-methylpiperidin-2-yl)-3H-spiro[benzofuran-2,4'-piperidine]